dihexyl-styrene C(CCCCC)C(=CC1=CC=CC=C1)CCCCCC